N[C@@H](C(=O)O)CCC#P=O (2R)-amino-5-phosphorylpentanoic acid